C(CCCCCCC\C=C/C\C=C/CCCCC)OCC(CN(C)C)OCCCCCCCC\C=C/C\C=C/CCCCC 1,2-dilinoleyl-oxy-N,N-dimethyl-3-aminopropane